2-[5-[(3,4-dichlorophenyl)methyl-amino]-1-methyl-7-oxo-6H-pyrazolo[4,3-d]pyrimidin-3-yl]acetaldehyde ClC=1C=C(C=CC1Cl)CNC=1NC(C2=C(N1)C(=NN2C)CC=O)=O